C1(CC1)S(=O)(=O)N1CCC(CC1)NC=1N=CC2=C(N1)N(C(C(=C2)C#C)=O)[C@H]2[C@](CCC2)(C)O 2-((1-(cyclopropylsulfonyl)piperidin-4-yl)amino)-6-ethynyl-8-((1r,2r)-2-hydroxy-2-methylcyclopentyl)pyrido[2,3-d]pyrimidin-7(8H)-one